(S)-5-amino-6-(((1R,3R)-3-(methoxycarbonyl)cyclohexyl)amino)-2-methyl-3,4-dihydroquinoline-1(2H)-carboxylic acid methyl ester COC(=O)N1[C@H](CCC2=C(C(=CC=C12)N[C@H]1C[C@@H](CCC1)C(=O)OC)N)C